[Ag].[Cu].[Sb] antimony-copper-silver